ClC1=C(OC=2C(=CC(=C(C2)NC(OC(C)(C)C)=O)OC)F)C=CC(=C1)C(F)(F)F tert-Butyl (5-(2-chloro-4-(trifluoromethyl)phenoxy)-4-fluoro-2-methoxy-phenyl)carbamate